COC1CC(C1)C(=O)N 3-methoxycyclobutanecarboxamide